C(C)(C)(C)OC(N[C@@H](C=C)CN1C(=C(C2=C1N=CN=C2N)C2=CC=C(C=C2)C(NC2=NC=CC=C2)=O)Br)=O N-{(3S)-4-{5-{4-[N-(2-pyridinyl)carbamoyl]phenyl}-4-amino-6-bromo-7H-pyrrolo[2,3-d]pyrimidin-7-yl}buten-3-yl}carbamic acid tert-butyl ester